CC1(C2CCC1(C(C2)O)C)C exo-1,7,7-Trimethylbicyclo[2.2.1]heptan-2-ol